2-((2S)-1-acryloyl-4-(7-(8-chloronaphthalen-1-yl)-2-(3-(diethylamino)azetidin-1-yl)-7,8-dihydro-5H-pyrano[4,3-d]pyrimidin-4-yl)piperazin-2-yl)acetonitrile C(C=C)(=O)N1[C@H](CN(CC1)C=1C2=C(N=C(N1)N1CC(C1)N(CC)CC)CC(OC2)C2=CC=CC1=CC=CC(=C21)Cl)CC#N